C\C(=C/C#N)\CC\C=C(/CC)\C (2E,6Z)-3,7-dimethylnonan-2,6-dienenitrile